FC=1C(=CC(=NC1)OC)C1=CC(=NN1)C(=O)N1C2(CC2)C[C@H](CC1)C(=O)NCC1=CC=CC=2N1N=CC2 (S)-4-(5-(5-fluoro-2-methoxypyridin-4-yl)-1H-pyrazole-3-carbonyl)-N-(pyrazolo[1,5-a]pyridin-7-ylmethyl)-4-azaspiro[2.5]octane-7-carboxamide